BrC1=CC=CC(=N1)C=1N2C(=NN1)CC[C@H]2COC (S)-3-(6-bromopyridin-2-yl)-5-(methoxyMethyl)-6,7-dihydro-5H-pyrrolo[2,1-c][1,2,4]triazole